tert-butyl (2-(3-bromo-6-fluoro-2-methyl-4-carbonylquinolin-1(4H)-yl)ethyl)(methyl)carbamate BrC1=C(N(C2=CC=C(C=C2C1=C=O)F)CCN(C(OC(C)(C)C)=O)C)C